COC1=C(C=CC(=C1)OC)CN1C(COC2=C(C1C(=O)NC1=CC=C(C=C1)[N+](=O)[O-])C=CC=C2)=O 4-[(2,4-dimethoxyphenyl)methyl]-N-(4-nitrophenyl)-3-oxo-2,3,4,5-tetrahydro-1,4-benzoxazepine-5-carboxamide